4-[3-[(1-tert-butoxycarbonyl-4-piperidyl)methyl-isopropyl-amino]cyclobutoxy]benzoic acid C(C)(C)(C)OC(=O)N1CCC(CC1)CN(C1CC(C1)OC1=CC=C(C(=O)O)C=C1)C(C)C